2-{[4-({6-[(2,4-dichlorophenoxy)methyl]pyridin-2-yl}oxy)piperidin-1-yl]methyl}-1-[(1-ethyl-1H-imidazol-5-yl)methyl]-1H-1,3-benzodiazole-6-carboxylic acid ClC1=C(OCC2=CC=CC(=N2)OC2CCN(CC2)CC2=NC3=C(N2CC2=CN=CN2CC)C=C(C=C3)C(=O)O)C=CC(=C1)Cl